FC1=C(C=C2C=C(N=CC2=C1N)NC1=CC=C2CCN(CC2=C1)C)C1=C(C2=C(OCCN2)N=C1)C 7-fluoro-N3-(2-methyl-1,2,3,4-tetrahydroisoquinolin-7-yl)-6-(8-Methyl-2,3-dihydro-1H-pyrido[2,3-b][1,4]oxazin-7-yl)isoquinoline-3,8-diamine